Cl.NC(=N)NNC(=N)N Biguanidine Hydrochloride